4-(6-chloropyridin-2-yl)piperidine ClC1=CC=CC(=N1)C1CCNCC1